3-methacryloyloxy-propane-1-sulfonic acid C(C(=C)C)(=O)OCCCS(=O)(=O)O